2-Chloropyrimidine-5-boronic acid pinacol ester ClC1=NC=C(C=N1)B1OC(C)(C)C(C)(C)O1